((R)-4-amino-7-fluoro-3-methyl-1,3-dihydrofuro[3,4-c]quinolin-8-yl)((2S,5R)-5-methyl-2-(2-methylbenzo[d]thiazol-6-yl)piperidin-1-yl)methanone NC1=NC=2C=C(C(=CC2C2=C1[C@H](OC2)C)C(=O)N2[C@@H](CC[C@H](C2)C)C2=CC1=C(N=C(S1)C)C=C2)F